isopropyl (R)-2-amino-2-(4-bromophenyl)-4-fluoro-4-methylpentanoate N[C@](C(=O)OC(C)C)(CC(C)(C)F)C1=CC=C(C=C1)Br